methyl 2-methyl-5,7-dihydrothieno[3,4-b]pyridine-7-carboxylate CC1=CC=C2C(=N1)C(SC2)C(=O)OC